tert-butyl 4-(3-(2,4-dichlorophenyl)-2,3-dihydrobenzo[b][1,4]dioxin-5-yl)-3,6-dihydropyridine-1(2H)-carboxylate ClC1=C(C=CC(=C1)Cl)C1OC2=C(OC1)C=CC=C2C=2CCN(CC2)C(=O)OC(C)(C)C